The molecule is a purine 2'-deoxyribonucleoside 5'-triphosphate having 8-oxo-7,8-dihydroguanine as the nucleobase. It has a role as a mutagen. It is a conjugate acid of an 8-oxo-dGTP(3-). C1[C@@H]([C@H](O[C@H]1N2C3=C(C(=O)NC(=N3)N)NC2=O)COP(=O)(O)OP(=O)(O)OP(=O)(O)O)O